13-methyl-15-oxabicyclo[9.3.1]pentadec-11-ene CC1C=C2CCCCCCCCCC(C1)O2